cyclohexenyl-methyl-phosphinic acid C1(=CCCCC1)P(O)(=O)C